4-{[(2S,4R)-2-Methyl-1-propionyl-1,2,3,4-tetrahydroquinolin-4-yl]amino}-N-{2-[(4-{[(2S,4R)-2-methyl-1-propionyl-1,2,3,4-tetrahydroquinolin-4-yl]amino}phenyl)thio]ethyl}benzamide C[C@@H]1N(C2=CC=CC=C2[C@@H](C1)NC1=CC=C(C(=O)NCCSC2=CC=C(C=C2)N[C@@H]2C[C@@H](N(C3=CC=CC=C23)C(CC)=O)C)C=C1)C(CC)=O